1-[1,1-dimethyl-6-(2-methylpropan-2-yl)-2,3-dihydro-1H-inden-4-yl]ethan-1-one methyl-(2S)-2-amino-3-(5-bromo-3-hydroxy-3,6-dihydropyridin-1(2H)-yl)propanoate COC([C@H](CN1CC(C=C(C1)Br)O)N)=O.CC1(CCC2=C(C=C(C=C12)C(C)(C)C)C(C)=O)C